2-(3-fluorophenyl)-7-methyl-1,8-naphthyridin-4(1H)-one FC=1C=C(C=CC1)C=1NC2=NC(=CC=C2C(C1)=O)C